(Z)-2-(5-chloro-1H-indol-3-yl)-3-(4-((4-fluorophenyl)thio)pyridin-3-yl)-acrylonitrile ClC=1C=C2C(=CNC2=CC1)/C(/C#N)=C/C=1C=NC=CC1SC1=CC=C(C=C1)F